OC1=C(C(=CC(=C1)O)O[C@@H]1O[C@@H]([C@H]([C@@H]([C@@H]1O)O)O)CO)C(\C=C\C1=CC=C(C=C1)O)=O (E)-1-[2,4-Dihydroxy-6-[(2S,3S,4S,5S,6R)-3,4,5-trihydroxy-6-(hydroxymethyl)oxan-2-yl]oxyphenyl]-3-(4-hydroxyphenyl)prop-2-en-1-one